COC=1C=C(C=CC1OCC1=C(C=CC(=C1)[N+](=O)[O-])OC)C1C=2C(NC(C1)=O)=NNC2 4-{3-methoxy-4-[(2-methoxy-5-nitrophenyl)methoxy]phenyl}-2H,4H,5H,6H,7H-pyrazolo[3,4-b]pyridin-6-one